3-(1-(2-(methylsulfonyl)ethyl)-1H-indol-5-yl)-5,6,7,8-tetrahydrobenzo[4,5]thieno[2,3-d]pyrimidine-2,4(1H,3H)-dione CS(=O)(=O)CCN1C=CC2=CC(=CC=C12)N1C(NC2=C(C1=O)C1=C(S2)CCCC1)=O